C1(=CC=CC=C1)C1=C2C=CC=CC2=C(C2=CC=CC=C12)C=1C=CC2=C(C3=C(O2)C=2OC4=C(C2C2=CC=CC=C23)C=CC=C4)C1 3-(10-phenyl-9-anthryl)-naphtho[2,1-b:3,4-b']bis-benzofuran